BrC=1C=C(C(=NC1)C(C)(F)F)Cl 5-bromo-3-chloro-2-(1,1-difluoroethyl)pyridine